N4-(3-(3-fluoro-4-methoxyphenyl)isoxazol-5-yl)-N2-(tetrahydro-2H-pyran-4-yl)pyrimidine-2,4-diamine FC=1C=C(C=CC1OC)C1=NOC(=C1)NC1=NC(=NC=C1)NC1CCOCC1